O=S1(CCN(CC1)C(=O)C1=C(C=C(C=C1)NC(=O)C1CC1)N1N=C(C=C1)C(F)(F)F)=O N-[4-(1,1-dioxo-1,4-thiazinane-4-carbonyl)-3-[3-(trifluoromethyl)pyrazol-1-yl]phenyl]cyclopropanecarboxamide